OCC(CNC(OCC1=CC=CC=C1)=O)NC(OC(C)(C)C)=O benzyl tert-butyl (3-hydroxypropane-1,2-diyl)dicarbamate